[Sn](Br)Br.C(CCCCCCCCCCCCCCC)OC(CCCCCCC)=O.C(CCCCCCCCCCCCCCC)(=O)OC(CCCCCCCCCCC)CCCCCCCC Octyldodecyl palmitate cetyl-octanoate Tin(II) Bromide